C(C)(C)(C)OC(=O)N1C(CCC1)C(CN1C=2N(CC[C@H]1C(F)(F)F)C(C=C(N2)N2[C@@H](COCC2)C)=O)=O 2-{2-[(S)-8-((R)-3-Methylmorpholin-4-yl)-6-oxo-2-trifluoromethyl-3,4-dihydro-2H,6H-pyrimido[1,2-a]-pyrimidin-1-yl]acetyl}-pyrrolidine-1-carboxylic acid tert-butyl ester